4-(6-fluoro-1-(4-(((S)-3-methylmorpholino)methyl)phenyl)-5,5-dioxo-1,4-dihydrothiochromeno[4,3-c]pyrazole-3-carbonyl)morpholine-3-carbaldehyde FC1=CC=CC2=C1S(CC1=C2N(N=C1C(=O)N1C(COCC1)C=O)C1=CC=C(C=C1)CN1[C@H](COCC1)C)(=O)=O